6-[4-[2-(3-chlorophenyl)ethyl]-3-(1H-pyrazol-3-yl)piperazine-1-carbonyl]-4H-1,4-benzoxazin-3-one ClC=1C=C(C=CC1)CCN1C(CN(CC1)C(=O)C=1C=CC2=C(NC(CO2)=O)C1)C1=NNC=C1